C(CCCCC)C1=C(SC=C1)C=CC=1SC=CC1CCCCCC 1,2-bis(3-hexylthiophen-2-yl)ethene